6-[5-(difluoromethoxy)-2-pyridinyl]-7-fluoro-2-[(4S)-4-[[6-oxo-5-(trifluoromethyl)-1H-pyridazin-4-yl]amino]pentyl]isoquinolin-1-one FC(OC=1C=CC(=NC1)C=1C=C2C=CN(C(C2=CC1F)=O)CCC[C@H](C)NC=1C=NNC(C1C(F)(F)F)=O)F